4-Bromo-2,2-difluorobenzo[d][1,3]dioxolane BrC1=CC=CC=2OC(OC21)(F)F